FC1(CNCC[C@H]1C=1C=CC=C2C(=NN(C12)C)C1C(NC(CC1)=O)=O)F 3-[7-[(4S)-3,3-Difluoro-4-piperidyl]-1-methyl-indazol-3-yl]piperidine-2,6-dione